CCO[Si](C1=C(C(=C(C(=C1F)F)C(F)(F)F)F)F)(OCC)OCC [(4-trifluoromethyl)-2,3,5,6-tetrafluorophenyl]triethoxysilane